COC1CCC(CC1)C1=NC2=CC=C(C=C2C=C1)CO (2-(4-methoxycyclohexyl)quinolin-6-yl)methanol